C(CCC)P([O-])(=O)C1=CC=C(C=C1)C butyl(4-methylphenyl)phosphinat